C1(CCC1)N1C=2C3=C(NN=C3CCC1=O)C=CN2 6-cyclobutyl-2,6,8,9-tetrahydro-7H-1,2,5,6-tetraazabenzo[cd]azulen-7-one